3-Fluoro-4-((1-((2-(trimethylsilyl)ethoxy)methyl)-1H-imidazol-4-yl)methyl)pyridine FC=1C=NC=CC1CC=1N=CN(C1)COCC[Si](C)(C)C